COC1=CC=C(C(=O)N2CC3=CC=CC(=C3CC2)Br)C=C1 (l)-2-(4-methoxybenzoyl)-5-bromo-1,2,3,4-tetrahydroisoquinoline